(E)-2-cyano-3-(5-(1-(cyclopropylmethyl)-1,6-dihydroimidazo[4,5-d]pyrrolo[2,3-b]pyridin-2-yl)furan-2-yl)-N,N-dimethylacrylamide C(#N)/C(/C(=O)N(C)C)=C\C=1OC(=CC1)C1=NC=2C(=C3C(=NC2)NC=C3)N1CC1CC1